C1(=NC=CC2=CC=CC=C12)C(=O)NCC1=NOC(C1)(C(=O)OCC)CC1=CC(=CC=C1)OC(F)(F)F ethyl 3-((isoquinoline-1-carboxamido)methyl)-5-(3-(trifluoromethoxy)benzyl)-4,5-dihydroisoxazole-5-carboxylate